(1S)-1,3-dihydrospiro[indene-2,4'-piperidine]-1-amine dihydrochloride Cl.Cl.N1CCC2(CC1)[C@@H](C1=CC=CC=C1C2)N